C(C)OC(C1=CC(=CC(=C1)B1OC(C(O1)(C)C)(C)C)O)=O 3-hydroxy-5-(4,4,5,5-tetramethyl-1,3,2-dioxaborolan-2-yl)benzoic Acid Ethyl Ester